C(CCCCCCCCCCC)(=O)O.C1(=CC=CC2=CC(=CC=C12)CN)CN 6-naphthalenedimethylamine dodecanoate